Tert-Butyl (2-(4-benzylmorpholin-2-yl)propan-2-yl)carbamate C(C1=CC=CC=C1)N1CC(OCC1)C(C)(C)NC(OC(C)(C)C)=O